ClC1=CNC2=NC=C(C=C21)C=2C=C(C(=O)N)C=CC2 3-(3-chloro-1H-pyrrolo[2,3-b]pyridin-5-yl)benzamide